FC(C)(F)C1=CC=C(C=C1)S(=O)(=O)N1N=C(C2=C(C=CC=C12)[N+](=O)[O-])N1CC(C(C1)(F)F)(F)F 1-[4-(1,1-difluoroethyl)phenyl]sulfonyl-4-nitro-3-(3,3,4,4-tetrafluoropyrrolidin-1-yl)indazole